ClC1=C(C=CC=2C3=C(NC12)CCN([C@@H]3C)C(=O)C3=NC=C(C=N3)OCCNC)Cl (R)-(6,7-dichloro-1-methyl-1,3,4,5-tetrahydro-2H-pyrido[4,3-b]indol-2-yl)(5-(2-(methylamino)ethoxy)pyrimidin-2-yl)methanone